C(C)(C)(C)OC(=O)N1C[C@@H]([C@H](C1)C1=C(C=CC(=C1)C(=O)OCC)C)C(C)=O (3R,4S)-3-acetyl-4-(5-(ethoxycarbonyl)-2-methylphenyl)pyrrolidine-1-carboxylic acid tert-butyl ester